3-(2-((2s,3s)-3-aminotetrahydro-2H-pyran-2-yl)-5-chloro-7-((thiophen-2-ylmethyl)amino)thieno[3,2-b]pyridin-3-yl)prop-2-yn-1-ol trifluoroacetate FC(C(=O)O)(F)F.N[C@@H]1[C@H](OCCC1)C1=C(C2=NC(=CC(=C2S1)NCC=1SC=CC1)Cl)C#CCO